Nε-Octanoyl-lysin C(CCCCCCC)(=O)NCCCC[C@H](N)C(=O)O